FC(CONC(=O)C=1N=NC=CC1NC1=C(C(=CC=C1)C1=NN(C=N1)C)OC)F N-(2,2-difluoroethoxy)-4-((2-methoxy-3-(1-methyl-1H-1,2,4-Triazol-3-yl)phenyl)amino)pyridazine-3-carboxamide